OCC1CCN(CC1)C1=CC=C(N=N1)C(=O)N 6-(4-(hydroxymethyl)piperidin-1-yl)pyridazine-3-amide